C(C)(C)(C)OC(=O)NCCC[C@@H](C(=O)O)N(S(=O)(=O)C1=C(C=CC=C1)[N+](=O)[O-])CCCCCCNC(=O)OC(C)(C)C (2S)-5-[(tertbutoxycarbonyl)amino]-2-(N-{6-[(tert-butoxycarbonyl)amino]hexyl}-2-nitrobenzenesulfonamido)pentanoic acid